OCC([C@]1(CC[C@H]2[C@@H]3CCC4=CC(CC[C@]4(C)[C@H]3CC[C@]12C)=O)OC(CC)=O)=O 21-hydroxy-17-(1-oxopropoxy)pregna-4-ene-3,20-dione